(2R,3R,4R,5S)-5-amino-2-(hydroxymethyl)tetrahydropyran N[C@H]1CC[C@@H](OC1)CO